ClC1=CC=C(C=C1)C1=C(SC=2N=CN(C(C21)=O)CC(=O)N2CC(C2)(F)F)C 5-(4-chlorophenyl)-3-[2-(3,3-difluoroazetidin-1-yl)-2-oxoethyl]-6-methyl-3H,4H-thieno[2,3-d]pyrimidin-4-one